1-(bromoethynyl)-4-methoxybenzene BrC#CC1=CC=C(C=C1)OC